methyl-oxyphosphoric acid COOP(O)(O)=O